N-(7-methyl-1,2,3,4-tetrahydroquinolin-4-yl)-2-oxo-6-(trifluoromethyl)-1,2-dihydropyridine-3-carboxamide CC1=CC=C2C(CCNC2=C1)NC(=O)C=1C(NC(=CC1)C(F)(F)F)=O